N[C@@H](CO)[C@H]1CCC=2C=3C1=C1C(=NC3C=C(C2C)F)C2=CC3=C(C(N2C1)=O)COC([C@]3(O)CC)=O (1S,9S)-1-((R)-1-amino-2-hydroxyethyl)-9-ethyl-5-fluoro-9-hydroxy-4-methyl-1,2,3,9,12,15-hexahydro-10H,13H-benzo[de]pyrano[3',4':6,7]indolizino[1,2-b]quinoline-10,13-dione